C(C)C1(C=CC=C1)[Hf](N(CC)C)(N(CC)C)N(C)CC ethylcyclopentadienyl-tri(ethylmethylamino)hafnium